1,8-diaza-4,5-dihydroxy-9,10-anthraquinone OC1=CC=NC=2C(C3=NC=CC(=C3C(C12)=O)O)=O